n-eicosyl trimethylenediamine oleate C(CCCCCCC\C=C/CCCCCCCC)(=O)O.C(CCCCCCCCCCCCCCCCCCC)NCCCN